2-(4-(3,5-dimethylphenoxy)phenyl)-6-methoxy-4H-chromen-4-one CC=1C=C(OC2=CC=C(C=C2)C=2OC3=CC=C(C=C3C(C2)=O)OC)C=C(C1)C